O=C1NC(CCC1N1CC2=CC=C(C=C2C1=O)C=1CCN(CC1)C(=O)OC(C)(C)C)=O tert-butyl 4-(2-(2,6-dioxopiperidin-3-yl)-3-oxoisoindolin-5-yl)-3,6-dihydropyridine-1(2H)-carboxylate